1-butyl-piperidine C(CCC)N1CCCCC1